S(=O)(=O)(O)O.C1(=CC=CC=C1)N(N)CC phenyl-ethyl-hydrazine Sulfate Salt